Bis(3,5-di-tert-butyl-2-hydroxyphenyl)methane C(C)(C)(C)C=1C(=C(C=C(C1)C(C)(C)C)CC1=C(C(=CC(=C1)C(C)(C)C)C(C)(C)C)O)O